[Ru](Cl)Cl.N1=CC=CC2=CC=C3C=CC=NC3=C12.N1=CC=CC2=CC=C3C=CC=NC3=C12.N1=CC=CC2=CC=C3C=CC=NC3=C12 tris(1,10-phenanthroline) ruthenium (II) chloride